BrC=1C(=NC(=CC1)NC(=O)C1CC1)CN(C(OC(C)(C)C)=O)C tert-butyl ((3-bromo-6-(cyclopropanecarboxamido)pyridin-2-yl)methyl)(methyl)carbamate